O1CCN(CCC1)C(=O)C1=CC2=C(C=N1)C(=NN2CC(F)(F)F)NC=2C=C(C(=O)N)C=CC2 3-[[6-(1,4-oxazepane-4-carbonyl)-1-(2,2,2-trifluoroethyl)pyrazolo[4,3-c]pyridin-3-yl]amino]benzamide